N-(3-(Cyclopentylsulfonyl)phenyl)-5-((1-hydroxy-2-methylpropan-2-yl)amino)-3-(6-azaspiro[2.5]octan-6-yl)pyrazine-2-carboxamide C1(CCCC1)S(=O)(=O)C=1C=C(C=CC1)NC(=O)C1=NC=C(N=C1N1CCC2(CC2)CC1)NC(CO)(C)C